2-((S)-1-(4-(6-((3-fluoroquinolin-8-yl)methoxy)pyridin-2-yl)piperidin-1-yl)ethyl)-3-(((S)-oxetan-2-yl)methyl)-3H-imidazo[4,5-b]pyridine-5-carboxylic acid FC=1C=NC2=C(C=CC=C2C1)COC1=CC=CC(=N1)C1CCN(CC1)[C@@H](C)C1=NC=2C(=NC(=CC2)C(=O)O)N1C[C@H]1OCC1